tert-butyl 4-(4-amino-5-(4-(2-oxo-1-phenyl-1,2,4,5,6,7-hexahydropyrazolo[1,5-a]pyridine-3-carboxamido)phenyl)pyrrolo[2,1-f][1,2,4]triazin-7-yl)piperidine-1-carboxylate NC1=NC=NN2C1=C(C=C2C2CCN(CC2)C(=O)OC(C)(C)C)C2=CC=C(C=C2)NC(=O)C=2C(N(N1C2CCCC1)C1=CC=CC=C1)=O